NC1=NNC2=CC=C(C(=C12)C1=C(C=C2C(=NC(=NC2=C1F)OCCN1CCC(CC1)F)N1C[C@H](N(C[C@@H]1C)C(C=C)=O)C)Cl)C 1-((2R,5S)-4-(7-(3-amino-5-methyl-1H-indazol-4-yl)-6-chloro-8-fluoro-2-(2-(4-fluoropiperidin-1-yl)ethoxy)quinazolin-4-yl)-2,5-dimethylpiperazin-1-yl)prop-2-en-1-one